N1CCC=CC2=C1C=CC=C2 1,3-dihydro-2H-benzazepin